C(C1=CC=CC=C1)NS(=O)(=O)C=1C=C(C=CC1)C=1N=C2C(=CC=NC2=CC1)C1C(N(CCN1)C)=O {6-[m-(benzylaminosulfonyl)phenyl]-1,5-diaza-4-naphthyl}-1-methyl-2-piperazinone